C12(CC(C1)C2)N2[C@@H](C=1NC3=CC=CC=C3C1C[C@H]2C)C=2N=CC(=NC2)N[C@@H]2CN(CC2)CCCF 5-((1S,3R)-2-(bicyclo[1.1.1]pentan-1-yl)-3-methyl-2,3,4,9-tetrahydro-1H-pyrido[3,4-b]indol-1-yl)-N-((S)-1-(3-fluoropropyl)pyrrolidin-3-yl)pyrazin-2-amine